2-(2,4-dimethoxybenzyl)-1-imino-1,2-dihydroisoquinolin-7-amine COC1=C(CN2C(C3=CC(=CC=C3C=C2)N)=N)C=CC(=C1)OC